C(C(C)(C)C)(=O)OCCN1C(C2C3(C=CC(C2C1=O)(O3)COC(C(C)(C)Br)=O)C(C)O)=O 2-(4-(((2-bromo-2-methylpropanoyl)oxy)methyl)-7-(1-hydroxyethyl)-1,3-dioxo-1,3,3a,4,7,7a-hexahydro-2H-4,7-epoxyisoindol-2-yl)ethyl pivalate